[Si].[Fe].[Ti].[Al] aluminum-titanium-iron-silicon